5-((S)-3-(((1-(4-(5,7-dimethoxy-4-oxo-3,4-dihydroquinazolin-2-yl)phenyl)piperidin-4-yl)methyl)amino)piperidin-1-yl)-2-(2,6-dioxopiperidin-3-yl)isoindoline-1,3-dione COC1=C2C(NC(=NC2=CC(=C1)OC)C1=CC=C(C=C1)N1CCC(CC1)CN[C@@H]1CN(CCC1)C=1C=C2C(N(C(C2=CC1)=O)C1C(NC(CC1)=O)=O)=O)=O